1-phenanthryl-1-ethanone C1(=CC=CC=2C3=CC=CC=C3C=CC12)C(C)=O